FC1=CC=C2C[C@@H](C2=C1)NC(=NO)C=1C(=NON1)OCC(=O)NC[C@H](C)O 2-[(4-{N-[(7S)-4-Fluorobicyclo[4.2.0]octa-1,3,5-trien-7-yl]-N'-hydroxycarbamimidoyl}-1,2,5-oxadiazol-3-yl)oxy]-N-[(2S)-2-hydroxypropyl]acetamid